3-(4-bromo-benzyl)-5-phenyl-1-oxa-5-azaspiro[5.5]undec-7,10-diene-4,9-dione BrC1=CC=C(CC2COC3(N(C2=O)C2=CC=CC=C2)C=CC(C=C3)=O)C=C1